3-methyl-N-(4-methyl-3-(7-methyl-2-(methylamino)pyrido[2,3-d]pyrimidin-6-yl)phenyl)-2-(trifluoromethyl)isonicotinamide CC1=C(C(=O)NC2=CC(=C(C=C2)C)C2=CC3=C(N=C(N=C3)NC)N=C2C)C=CN=C1C(F)(F)F